4-formyl-1H-pyrazole-3-carboxylate C(=O)C=1C(=NNC1)C(=O)[O-]